(Z)-2-(5-methoxy-2-methyl-1-(3-(phenoxymethyl)benzylidene)-1H-inden-3-yl)acetic acid COC=1C=C2C(=C(/C(/C2=CC1)=C/C1=CC(=CC=C1)COC1=CC=CC=C1)C)CC(=O)O